CNS(=O)(=O)N N'-methyl-sulfamide